FC(C1=C2CCNCC2=C(C=C1)CCC1=C[C@H]([C@H]2[C@@H]1OC(O2)(C)C)N2C=CC1=C2N=CN=C1N)F 7-((3aS,4R,6aR)-6-(2-(5-(difluoromethyl)-1,2,3,4-tetrahydroisoquinolin-8-yl)ethyl)-2,2-dimethyl-3a,6a-dihydro-4H-cyclopenta[d][1,3]dioxol-4-yl)-7H-pyrrolo[2,3-d]pyrimidin-4-amine